4-bromo-1-{[2-(trimethylsilyl)ethoxy]methyl}-2-imidazolylamine BrC=1N=C(N(C1)COCC[Si](C)(C)C)N